[1,3-bis(2,4,6-trimethylphenyl)-4,5-dihydroimidazol-2-ylidene][bis(3-bromopyridine)] CC1=C(C(=CC(=C1)C)C)N1C(N(CC1)C1=C(C=C(C=C1C)C)C)(C1=NC=CC=C1Br)C1=NC=CC=C1Br